CCCCCCCCCCCC(=O)OC[C@@H](CO)OC(=O)CCCCCCC/C=C\\CCCCCCCC The molecule is a 2,3-diacyl-sn-glycerol that has oleoyl and lauroyl as the 2- and 3-acyl groups respectively. It is a 2,3-diacyl-sn-glycerol, a 1-lauroyl-2-oleoylglycerol and a dodecanoate ester. It is an enantiomer of a 1-lauroyl-2-oleoyl-sn-glycerol.